CN1N=C(C(=C1C)C=1C=C(C=C(C1)C=1C(=NN(C1C)C)C)[C@@H](C)NC(C1=C(C=CC(=C1)OCCN(C)C)C)=O)C (R)-N-(1-(3,5-bis(1,3,5-trimethyl-1H-pyrazol-4-yl)phenyl)ethyl)-5-(2-(dimethylamino)-ethoxy)-2-methylbenzamide